3-(6-nitro-4-oxochroman-3-yl)propanenitrile [N+](=O)([O-])C=1C=C2C(C(COC2=CC1)CCC#N)=O